C(C)(C)N1N=CC(=C1)S(=O)(=O)C1=CC=C(C=C1)NC(=O)NCC1=CC=NC=C1 1-[4-(1-Isopropyl-1H-pyrazole-4-sulfonyl)-phenyl]-3-pyridin-4-ylmethyl-urea